O[C@H](CN(C(C1=CN=CC(=C1)C#CC1=CN=C(O1)C)=O)C)CC1=CC=CC=C1 (S)-N-(2-hydroxy-3-phenylpropyl)-N-methyl-5-((2-methyloxazol-5-yl)ethynyl)nicotinamide